5-fluoro-2-(2-(4-fluoro-2-iodophenoxy)ethoxy)-1-iodo-3-methylbenzene FC=1C=C(C(=C(C1)I)OCCOC1=C(C=C(C=C1)F)I)C